C(C)(C)(C)NS(=O)(=O)C=1C=C(C=CC1B1OC(C(O1)(C)C)(C)C)NC(OC(C)C)=O isopropyl (3-(N-(tert-butyl)sulfamoyl)-4-(4,4,5,5-tetramethyl-1,3,2-dioxaborolan-2-yl)phenyl)carbamate